N-(4-hydroxybicyclo[2.2.2]oct-1-yl)-6-(4-((1R,5S)-3-(tetrahydro-2H-pyran-4-yl)-3-Azabicyclo[3.1.0]hexan-1-yl)phenyl)pyrazolo[1,5-a]pyrimidine-3-carboxamide OC12CCC(CC1)(CC2)NC(=O)C=2C=NN1C2N=CC(=C1)C1=CC=C(C=C1)[C@@]12CN(C[C@H]2C1)C1CCOCC1